N-[[[(2-mercaptoethyl)amino]carbonyl]methyl]-N-(2-mercaptoethyl)-6-aminocaproic acid SCCNC(=O)CN(CCCCCC(=O)O)CCS